FC1=C(C(=C(C(=C1F)F)F)F)[P@@](=O)(C1=CC=CC=C1)N[C@@H](C)C(=O)OCC(CC)CC 2-ethylbutyl ((S)-(perfluorophenyl) (phenyl) phosphoryl)-L-alaninate